6-chloro-3-[2-(trifluoromethoxy)phenyl]-1-[[2-(trimethylsilyl)ethoxy]methyl]pyrrolo[2,3-b]pyridine ClC1=CC=C2C(=N1)N(C=C2C2=C(C=CC=C2)OC(F)(F)F)COCC[Si](C)(C)C